(4R)-1-[(5-chloro-1H-1,2,4-triazol-1-yl)methyl]-4-(3,4,5-trifluorophenyl)pyrrolidin-2-one ClC1=NC=NN1CN1C(C[C@@H](C1)C1=CC(=C(C(=C1)F)F)F)=O